2-fluoroethyl 2-[4-[3-[3,5-dimethoxy-4-(2,2,2-trifluoroethyl-carbamoyl)phenyl] imidazo[1,2-a]pyridin-7-yl]pyrazol-1-yl]acetate COC=1C=C(C=C(C1C(NCC(F)(F)F)=O)OC)C1=CN=C2N1C=CC(=C2)C=2C=NN(C2)CC(=O)OCCF